CC(=CCO)CCC[C@@H](CCC[C@@H](CCCC(C)C)C)C (7R,11R)-3,7,11,15-tetramethylhexadec-2-en-1-ol